BrC=1C=C(C=2C=CN(C2C1)C(C)C)C(=O)NCC=1C(NC(=CC1C)C)=O (3s)-6-bromo-N-((4,6-dimethyl-2-oxo-1,2-dihydropyridin-3-yl)methyl)-1-isopropyl-1H-indole-4-carboxamide